COC(=O)C1=CNC=C1 methyl-1H-pyrrole-3-carboxylate